heptyl 11-isothiocyanatotricosanoate N(=C=S)C(CCCCCCCCCC(=O)OCCCCCCC)CCCCCCCCCCCC